NC1=CC=C(C=C1)N1CCOCC1 N-(4-aminophenyl)morpholine